[N+](=O)([O-])C1=CC(=C(C#N)C=C1)N1CCCC1 4-Nitro-2-(pyrrolidin-1-yl)benzonitrile